C(C)(C)(C)OC(=O)N1C[C@H](CC1)[C@@H](C(=O)OC(C)(C)C)CC1=CC(=CC=C1)C(=C)OCC (3R)-3-[(2S)-1-(tert-butoxy)-3-[3-(1-ethoxyvinyl)phenyl]-1-oxopropane-2-yl]pyrrolidine-1-carboxylic acid tert-butyl ester